4-(6-((2R,6S)-2-(1-cyclopropyl-1H-pyrazol-4-yl)-6-methylmorpholino)-3-methyl-4-oxo-2-(trifluoromethyl)-3,4-dihydropyrido[3,4-d]pyrimidin-8-yl)-3-fluorobenzonitrile C1(CC1)N1N=CC(=C1)[C@H]1O[C@H](CN(C1)C1=CC2=C(N=C(N(C2=O)C)C(F)(F)F)C(=N1)C1=C(C=C(C#N)C=C1)F)C